FC1=CC=C(C=C1)N1CCN(C2=CC=CC=C12)C(CCNCC1=NC=CC=C1)=O 1-(4-(4-Fluorophenyl)-3,4-dihydroquinoxaline-1(2H)-yl)-3-((pyridin-2-ylmethyl)amino)propan-1-one